COC1=C(C=CC(=N1)C=1C=NC=NC1)NC(=O)C=1C(=NOC1C)C1=CC=CC=C1 5-(6-methoxy-5-(5-methyl-3-phenylisoxazole-4-carboxamido)pyridin-2-yl)pyrimidine